CC1=NC(=CC=C1NC(=O)C1C(CCCC1)C(=O)O)C=1N=NN(C1NC(=O)O[C@H](C)C1=C(C=CC=C1)C(F)(F)F)C 2-((2-methyl-6-(1-methyl-5-((((R)-1-(2-(trifluoromethyl)phenyl)ethoxy)carbonyl)amino)-1H-1,2,3-triazol-4-yl)pyridin-3-yl)carbamoyl)cyclohexane-1-carboxylic acid